OC1=C(C=CC=C1)C=1C=NC=C(C(=O)N)C1 5-(2-hydroxy-phenyl)nicotinamide